3-(1-methyl-1H-imidazol-2-yl)propan-1-ol tert-Butyl-3-{[2-(4-chlorophenyl)imidazo[1,2-a]pyrimidin-3-yl]methyl}-3,8-diazabicyclo[3.2.1]octane-8-carboxylate C(C)(C)(C)C12CN(CC(CC1)N2C(=O)OCCCC=2N(C=CN2)C)CC2=C(N=C1N2C=CC=N1)C1=CC=C(C=C1)Cl